N-(3-FLUOROPHENYL)-6-(6,7-DIMETHOXYQUINOLIN-4-OXY)-3,4-DIHYDROQUINOLINE-1(2H)-CARBOXAMIDE METHANESULFONATE CS(=O)(=O)O.FC=1C=C(C=CC1)NC(=O)N1CCCC2=CC(=CC=C12)OC1=CC=NC2=CC(=C(C=C12)OC)OC